C(#N)C1=CC(=NC=C1)N1C=C(C2=C1N=CN=C2N2CCN(CC2)C(=O)OCC(F)(F)F)C2=C(C=CC=C2)F 2,2,2-Trifluoroethyl 4-(7-(4-cyanopyridin-2-yl)-5-(2-fluorophenyl)-7H-pyrrolo[2,3-d]pyrimidin-4-yl)piperazine-1-carboxylate